COCC(=O)OCC(C)(C)OC(C)C1=CCC(C1)(C)C 2-[1-(4,4-dimethyl-1-cyclopenten-1-yl)ethoxy]-2-methylpropyl methoxyacetate